C(CCCCCCCCCCCCC)N1C(=C(C(C2=CC=CC=C12)=O)OCC=C)C1=CC=CC=C1 N-tetradecyl-2-phenyl-3-(2-propen-1-yloxy)-quinolin-4-one